FC1([C@H](C1)C(=O)NC1=NC=C2C=C(C=3N(C2=C1)N=CN3)C=3C=NC(=CC3C)[C@@H](CC=C)O)F (R)-2,2-difluoro-N-(4-(6-((R)-1-hydroxybut-3-en-1-yl)-4-methylpyridin-3-yl)-[1,2,4]triazolo[1,5-a][1,6]naphthyridin-8-yl)cyclopropane-1-carboxamide